C1(=CC=CC=C1)C1CCCCCCC1=NO phenylcyclooctane-8-one oxime